1-fluoro-4-((trifluoromethanesulfonyl)ethynyl)benzene FC1=CC=C(C=C1)C#CS(=O)(=O)C(F)(F)F